CC1([C@H]2CN([C@@H]([C@@H]12)C(=O)O)C([C@@H](CC)NC1=C(C=C(C=C1F)F)F)=O)C (1R,2S,5S)-6,6-dimethyl-3-((R)-2-((2,4,6-trifluorophenyl)amino)butanoyl)-3-azabicyclo[3.1.0]hexane-2-carboxylic acid